BrCC(=O)C1=CC(=NC=C1F)Br 2-bromo-1-(2-bromo-5-fluoropyridin-4-yl)ethan-1-one